[N+](=O)([O-])C=1C=C(C=C(C1)C(F)(F)F)[C@@H](C)NC(=O)C1=NN(C(C=C1)=O)C1=CC=CC=C1 N-[(1R)-1-[3-nitro-5-(trifluoromethyl)phenyl]ethyl]-6-oxo-1-phenyl-pyridazine-3-carboxamide